2-oxo-1-phenyl-2,4,6,7-tetrahydro-1H-pyrazolo[5,1-c][1,4]oxazine-3-carbonyl chloride O=C1N(N2C(COCC2)=C1C(=O)Cl)C1=CC=CC=C1